N-(5-((3-((5-fluoropyridin-2-yl)methyl)piperidin-1-yl)methyl)thiazol-2-yl)acetamide FC=1C=CC(=NC1)CC1CN(CCC1)CC1=CN=C(S1)NC(C)=O